3-bromo-5-chloro-N-(2-(1-cyclopropyl-2-hydroxy-2-methylpropyl)-3-oxoisoindolin-4-yl)-2-methoxyisonicotinamide BrC1=C(C(=O)NC2=C3C(N(CC3=CC=C2)C(C(C)(C)O)C2CC2)=O)C(=CN=C1OC)Cl